ethyl (3Z,5E)-6-(4-fluorophenyl)-3-((E)-3-(4-fluorophenyl) acryloyl)-4-hydroxyhexa-3,5-dienoate FC1=CC=C(C=C1)/C=C/C(=C(\CC(=O)OCC)/C(\C=C\C1=CC=C(C=C1)F)=O)/O